2-(Azepan-1-yl)-4-((4-(4-(1-hydroxy-2-methylpropan-2-yl)piperazin-1-yl)phenyl)amino)pyrimido[4,5-d]pyridazin-5(6H)-on N1(CCCCCC1)C=1N=C(C2=C(C=NNC2=O)N1)NC1=CC=C(C=C1)N1CCN(CC1)C(CO)(C)C